4,6-dibromo-2-chloropyridine BrC1=CC(=NC(=C1)Br)Cl